C1(CC1)[C@]1(C(N(C[C@@H]1C(F)F)C=1C=2N(N=CC1)C=C(C2)C=2C=NN(C2)C)=O)C#N |r| rac-(3R,4R)-3-cyclopropyl-4-(difluoromethyl)-1-[6-(1-methylpyrazol-4-yl)pyrrolo[1,2-b]pyridazin-4-yl]-2-oxopyrrolidine-3-carbonitrile